OCCCCN(C1C[C@@H](C[C@@H](C1)CC(C(=O)O)(CCCCCCCC)CCCCCCCC)CC(C(=O)O)(CCCCCCCC)CCCCCCCC)CCCCO.C(C)OC(C(=C)C)=O.CNS(=O)(=O)C(C(C(C(F)(F)F)(F)F)(F)F)(F)F |o1:8,10| N-methyl-perfluorobutanesulfonamide ethyl-methacrylate (rel-(1R,3S,5s)-5-(bis(4-hydroxybutyl)amino)cyclohexane-1,3-diyl)bis(methylene)bis(2-octyldecanoate)